1-(4-{[(1S)-5-[2-(2-aminopyridin-3-yl)-5-{8-oxa-3-azabicyclo[3.2.1]octan-3-yl}imidazo[4,5-b]pyridin-3-yl]-2,3-dihydro-1H-inden-1-yl]amino}piperidin-1-yl)prop-2-en-1-one NC1=NC=CC=C1C1=NC=2C(=NC(=CC2)N2CC3CCC(C2)O3)N1C=1C=C3CC[C@@H](C3=CC1)NC1CCN(CC1)C(C=C)=O